ClC1=C(C(=O)C2=CNC3=NC=CC(=C32)N[C@H]3C[C@H](CC3)C(=O)O)C=CC(=C1)OC1=CC=CC=C1 (1S,3R)-3-((3-(2-chloro-4-phenoxybenzoyl)-1H-pyrrolo[2,3-b]pyridin-4-yl)amino)cyclopentane-1-carboxylic acid